3-(3-cyclopropyl-4-nitro-pyrazol-1-yl)tetrahydrofuran-2-one methyl-(R,E)-3-(3-(N-((4'-(dimethylamino)-[1,1'-biphenyl]-4-yl)methyl-d)cyclohexanecarboxamido)phenyl)acrylate COC(\C=C\C1=CC(=CC=C1)N(C(=O)C1CCCCC1)[C@H]([2H])C1=CC=C(C=C1)C1=CC=C(C=C1)N(C)C)=O.C1(CC1)C1=NN(C=C1[N+](=O)[O-])C1C(OCC1)=O